CC(=O)OC1C=CC=C(C(=O)O)C=1OC(C)=O Diacetylsalicylic acid